C(C)(=O)NC1=NC=C(C=N1)N1C[C@@H](CC1)C=1C=C(C(=O)NC2=CC(=CC=C2)C(F)(F)F)C=CC1C (S)-3-(1-(2-acetamidopyrimidin-5-yl)pyrrolidin-3-yl)-4-methyl-N-(3-(trifluoromethyl)phenyl)benzamide